C1(CC1)[C@H](CO)NC1=NC(=C2N=CN(C2=N1)C)N[C@@H]1CN(CC1)C(=O)OC(C)(C)C tert-butyl (S)-3-((2-(((R)-1-cyclopropyl-2-hydroxyethyl)amino)-9-methyl-9H-purin-6-yl)amino)pyrrolidine-1-carboxylate